3-chloro-N-((3R,4S)-1-cyano-4-methylpyrrolidin-3-yl)-4-morpholinobenzamide ClC=1C=C(C(=O)N[C@H]2CN(C[C@@H]2C)C#N)C=CC1N1CCOCC1